3-(2-chloro-4-fluoro-phenyl)-4-[4-[(3S)-1-(3-fluoropropyl)pyrrolidin-3-yl]oxyphenyl]-2H-chromen-7-ol ClC1=C(C=CC(=C1)F)C=1COC2=CC(=CC=C2C1C1=CC=C(C=C1)O[C@@H]1CN(CC1)CCCF)O